C([14CH2]C(=O)O)(=O)SCCNC(CCNC([C@@H](C(COP(OP(OC[C@@H]1[C@H]([C@H]([C@@H](O1)N1C=NC=2C(N)=NC=NC12)O)OP(=O)(O)O)(=O)O)(=O)O)(C)C)O)=O)=O [2-14C]malonyl-CoA